ClC1=NC=CC(=N1)C=1C=C(C2=C(N(C(=N2)OC(C)C)C(C)C)C1)F 6-(2-Chloropyrimidin-4-yl)-4-fluoro-2-isopropoxy-1-isopropyl-1H-benzo[d]imidazole